bis(2,4,6-tributylphenyl)pentaerythritol diphosphite OP(O)OP(O)O.C(CCC)C1=C(C(=CC(=C1)CCCC)CCCC)C(O)(C(CO)(CO)CO)C1=C(C=C(C=C1CCCC)CCCC)CCCC